NCC1C2(C1)C1=C(CN(S2(=O)=O)CC)C=CC(=C1)Cl 2'-(aminomethyl)-7-chloro-3-ethyl-3,4-dihydrospiro[benzo[d][1,2]thiazine-1,1'-cyclopropane]-2,2-dioxide